O1C(COCC1)C1=NNC=C1 3-(1,4-dioxane-2-yl)-1H-pyrazole